CC1(CCC2=[N+](C=CC(=C2O1)[N+](=O)[O-])[O-])C 2,2-dimethyl-8-nitro-3,4-dihydro-2H-pyrano[3,2-b]pyridin 5-oxide